C(C)(=O)O[C@@H](CC[C@H]1C(N([C@@H]1C1=CC=C(C=C1)OC(C)=O)C1=CC=C(C=C1)F)=O)C1=CC=C(C=C1)F 3(R)-[3(S)-(acetoxy)-3-(4-fluorophenyl)propyl]-4(S)-[4-(acetoxy)phenyl]-1-(4-fluorophenyl)-2-azetidinone